3,6-diiodopyridazine IC=1N=NC(=CC1)I